(+)-norbornanamine C12(CCC(CC1)C2)N